[N+](=O)([O-])C1=C(N=C(S1)N)C(F)(F)F 5-nitro-4-(trifluoromethyl)thiazol-2-amine